3-difluoromethyl-2-methoxypyridine FC(C=1C(=NC=CC1)OC)F